C(CCCCCCCCCCCCC)(=O)OCC(OC(CCCCCCCCCCCCCCC)=O)COP(=O)(O)OC[C@H](N)C(=O)O 1-tetradecanoyl-2-hexadecanoyl-glycero-3-phosphoserine